5-chloro-2-(4-(4,4,5,5-tetramethyl-1,3,2-dioxaborolan-2-yl)phenoxy)pyrimidine ClC=1C=NC(=NC1)OC1=CC=C(C=C1)B1OC(C(O1)(C)C)(C)C